N1(C=CC2=CC(=CC=C12)C(=O)OC)C(=O)OC(C)(C)C 1-tert-butyl 5-methyl indole-1,5-dicarboxylate